N=1C=C(N2C1C=CC=C2)C=2C=C1C=C(NC1=CC2)C(=O)OCC Ethyl 5-(imidazo[1,2-a]pyridin-3-yl)-1H-indole-2-carboxylate